(E)-N-(5-(2-(4,4-difluorocyclohexyl)vinyl)-2-methoxyphenyl)-2-oxoimidazolidine-4-carboxamide FC1(CCC(CC1)/C=C/C=1C=CC(=C(C1)NC(=O)C1NC(NC1)=O)OC)F